Methyl 4-[3-[2,6-dichloro-4-(1-methylpyrazolo[3,4-c]pyridin-4-yl)benzoyl]-2,4-dihydro-1,3-benzoxazin-8-yl]-5-fluoro-2-(3-oxa-8-azabicyclo[3.2.1]octan-8-yl)benzoate ClC1=C(C(=O)N2COC3=C(C2)C=CC=C3C3=CC(=C(C(=O)OC)C=C3F)N3C2COCC3CC2)C(=CC(=C1)C1=C2C(=CN=C1)N(N=C2)C)Cl